C(C1=CC=CC=C1)C=1N(C=2C(=C3CC[C@@H](NC3=CC2)C)N1)[C@@H]1CS(CCC1)(=O)=O (7S)-2-Benzyl-3-[(3S)-1,1-dioxo-1λ6-thian-3-yl]-7-methyl-3H,6H,7H,8H,9H-imidazo[4,5-f]chinolin